1,3-Diethylimidazolium trifluoromethansulfonat FC(S(=O)(=O)[O-])(F)F.C(C)N1C=[N+](C=C1)CC